3-hydroxy-5a-androstan OC1C[C@@H]2CC[C@H]3[C@@H]4CCC[C@@]4(C)CC[C@@H]3[C@]2(CC1)C